[Cl-].C[N+](CCC[SiH](OCC)OCC)(CCCCCCCCCCCCCC)CCCCCCCCCCCC methyl-dodecyl-tetradecyl-[3-(diethoxysilyl)propyl]ammonium chloride